tetrakis(2,4-di-tert-butylphenyl)-1,1-biphenyl-4,4'-diyl bisphosphonit P(OC1=C(C(=C(C(=C1C1=C(C=C(C=C1)C(C)(C)C)C(C)(C)C)C1=C(C=C(C=C1)C(C)(C)C)C(C)(C)C)C1=CC=C(C=C1)OP[O-])C1=C(C=C(C=C1)C(C)(C)C)C(C)(C)C)C1=C(C=C(C=C1)C(C)(C)C)C(C)(C)C)[O-]